1-(1-methyl-1H-pyrazol-4-yl)-N-((5-phenyl-1,3,4-thiadiazol-2-yl)methyl)-1H-1,2,3-triazole-4-carboxamide CN1N=CC(=C1)N1N=NC(=C1)C(=O)NCC=1SC(=NN1)C1=CC=CC=C1